ethyl 2-(5-chloropyrimidin-2-yl)-2-[2-chloro-6-(trifluoromethyl)-3-pyridyl]acetate ClC=1C=NC(=NC1)C(C(=O)OCC)C=1C(=NC(=CC1)C(F)(F)F)Cl